I.C(CC1=CC=CC=C1)[NH3+] phenethylammonium hydroiodide